CC1=NC(=NO1)C1=CC=C2C(=N1)N(N=C2C2=NC(=NC=C2C(F)(F)F)N[C@@H]2CN(CCC2)C(=O)OC(C)(C)C)C2OCCCC2 tert-butyl (3S)-3-[[4-[6-(5-methyl-1,2,4-oxadiazol-3-yl)-1-tetrahydropyran-2-yl-pyrazolo[3,4-b]pyridin-3-yl]-5-(trifluoromethyl)pyrimidin-2-yl]amino]piperidine-1-carboxylate